6-Chloro-N-(2,2-difluoroethyl)pyrido[3,2-d]pyrimidin-4-amine ClC=1C=CC=2N=CN=C(C2N1)NCC(F)F